C(C)(=O)[O-].[Ru+3].C(C)(=O)[O-].C(C)(=O)[O-] Ruthenium(III) acetat